C(=O)(O)C(O)C(O)C(=O)O.C(C)OC([C@@](N(C(CCCCCCCCCCC)=O)C(CCCCCCCCCCC)=O)(C(CCNC(N)=N)C(CCCCCCCCCCC)=O)C(CCCCCCCCCCC)=O)=O Tetralauroyl-arginine Ethyl ester tartrate